C(C1=CC=CC=C1)C1(C[C@@H]2[C@@H](CN(C2)CC(=O)C=2C=C(C=CC2)C2=CC=C(C=C2)F)C1)O 2-((3aR,5r,6aS)-5-benzyl-5-hydroxyhexahydrocyclopenta[c]pyrrol-2(1H)-yl)-1-(4'-fluoro-[1,1'-biphenyl]-3-yl)ethanone